9-Oxononanol O=CCCCCCCCCO